C(C=C)O[C@@H]1[C@H](N(CC1)C([C@H](CC1=CNC2=CC=C(C=C12)F)NC(=O)OC(C)(C)C)=O)C(=O)OC (2S,3S)-methyl 3-(allyloxy)-1-((S)-2-((tert-butoxycarbonyl)amino)-3-(5-fluoro-1H-indol-3-yl)propanoyl)pyrrolidine-2-carboxylate